2-bromobicyclo[4.2.0]octane-1(6),2,4-triene BrC=1C=2CCC2C=CC1